5-(2-ethoxypyridin-3-yl)-1-isopropyl-3-methyl-1H-pyrazolo[4,3-b]Pyridin-7-amine C(C)OC1=NC=CC=C1C1=CC(=C2C(=N1)C(=NN2C(C)C)C)N